[(3-chlorophenyl)methyl]-1-[5-(5-fluoro-2-methoxypyridin-4-yl)-1-[[2-(trimethylsilyl)ethoxy]methyl]-1,2,4-triazole-3-carbonyl]piperidine-4-carboxamide ClC=1C=C(C=CC1)CC1N(CCC(C1)C(=O)N)C(=O)C1=NN(C(=N1)C1=CC(=NC=C1F)OC)COCC[Si](C)(C)C